CC(C)(C)OC(=O)N1C(CCCC1)C1(CN(C1)C(=O)OCC1=CC=CC=C1)O 2-(3-hydroxy-1-{[(phenylmethyl)oxy]carbonyl}azetidin-3-yl)piperidine-1-carboxylic acid 1,1-dimethylethyl ester